5-bromo-3,6-dimethylpyrazin-2-ol BrC=1N=C(C(=NC1C)O)C